C(C)OC(=O)C=1N(C(C(=CC1C)Br)=O)N=C(C)C 5-bromo-3-methyl-6-oxo-1-(prop-2-ylideneamino)-1,6-dihydropyridine-2-carboxylic acid ethyl ester